(S)-1-(6-(4-(2-Aminopropan-2-yl)phenyl)-2-methyl-3,4-dihydroquinolin-1(2H)-yl)ethan-1-one NC(C)(C)C1=CC=C(C=C1)C=1C=C2CC[C@@H](N(C2=CC1)C(C)=O)C